C(#N)C1(CC1)C(=O)N[C@H]([C@H](OC=1C=C2C=NN(C2=CC1)C1=CN(C(C=C1)=O)C)C1=CC(=CC=C1)F)C(C)C 1-cyano-N-((1R,2S)-1-(3-fluorophenyl)-3-methyl-1-((1-(1-methyl-6-oxo-1,6-dihydropyridin-3-yl)-1H-indazol-5-yl)oxy)butan-2-yl)cyclopropane-1-carboxamide